(2R,4S)-4-(2-bromobenzyl)-N-((S)-1-(((3-chloro-1-methyl-1H-pyrrolo[2,3-b]pyridin-5-yl)methyl)amino)-1-oxopropan-2-yl)pyrrolidine-2-carboxamide hydrochloride Cl.BrC1=C(C[C@H]2C[C@@H](NC2)C(=O)N[C@H](C(=O)NCC=2C=C3C(=NC2)N(C=C3Cl)C)C)C=CC=C1